(3S)-3-(5-chloro-4,4'-difluoro-2',6'-dimethylbiphenyl-3-yl)-3-(2-(5-(2-(dimethylamino)ethyl)-2-oxo-4-(trifluoromethyl)pyridin-1(2H)-yl)-4-methylpentanamido)propanoic acid ClC=1C(=C(C=C(C1)C1=C(C=C(C=C1C)F)C)[C@H](CC(=O)O)NC(C(CC(C)C)N1C(C=C(C(=C1)CCN(C)C)C(F)(F)F)=O)=O)F